2-(4-((2,6-Dimethyl-4-(trifluoromethyl)phenyl)amino)-7-methyl-1H-pyrazolo[4,3-c]pyridin-1-yl)-N,N-dimethylacetamide CC1=C(C(=CC(=C1)C(F)(F)F)C)NC1=NC=C(C2=C1C=NN2CC(=O)N(C)C)C